NC1=NC(N(C=C1)[C@@H]1S[C@@H]([C@H]([C@H]1O)O)CO)=O 4-amino-1-((2R,3R,4S,5R)-3,4-dihydroxy-5-(hydroxymethyl)tetrahydrothiophen-2-yl)pyrimidin-2(1H)-one